2-chloro-4,6-bis(1-naphthyl)-1,3,5-triazine ClC1=NC(=NC(=N1)C1=CC=CC2=CC=CC=C12)C1=CC=CC2=CC=CC=C12